1,4-dihydroxyl-2-butene OCC=CCO